(S)-4-amino-3-(hydroxymethyl)-N-methyl-N-(6-(trifluoromethyl)-2,3-dihydrobenzofuran-3-yl)imidazo[1,5-a]quinoxaline-8-carboxamide NC=1C=2N(C3=CC(=CC=C3N1)C(=O)N([C@@H]1COC3=C1C=CC(=C3)C(F)(F)F)C)C=NC2CO